O=C(CC#N)C 3-oxobutyronitrile